C(C)(=O)C1=CC=C(C=C1)NC(CN1C(C(C2=C(C3=C1C=C(C=C3F)N3CC(C3)F)C=CC=N2)C)=O)=O N-(4-acetylphenyl)-2-[11-fluoro-9-(3-fluoroazetidin-1-yl)-5-methyl-6-oxo-5H-pyrido[2,3-d][1]benzazepin-7-yl]acetamide